diisopropyl-titanium C(C)(C)[Ti]C(C)C